5-bromo-2,4-diaminoquinazoline BrC1=C2C(=NC(=NC2=CC=C1)N)N